4-(4-fluoro-3-(3-(isopropylamino)azetidine-1-carbonyl)benzyl)phthalazin-1(2H)-one hydrochloride Cl.FC1=C(C=C(CC2=NNC(C3=CC=CC=C23)=O)C=C1)C(=O)N1CC(C1)NC(C)C